di-ammonia nitrogen [N].N.N